5-(1-(1,3-difluoropropan-2-yl)-1H-benzo[d][1,2,3]triazol-6-yl)-6-fluoro-N-((3R,4S)-3-fluoro-1-(oxetan-3-yl-3-d)piperidin-4-yl)-4-methoxypyrrolo[2,1-f][1,2,4]triazin-2-amine FCC(CF)N1N=NC2=C1C=C(C=C2)C=2C(=CN1N=C(N=C(C12)OC)N[C@@H]1[C@@H](CN(CC1)C1(COC1)[2H])F)F